ClC=1C=C(C=CC1F)[C@@H]1CN2[C@H](CO1)CN(CC2)C(=O)C2=C(C(=CC=C2)C=2C=NC=CC2C)Cl [(3R,9aS)-3-(3-Chloro-4-fluorophenyl)-3,4,6,7,9,9a-hexahydro-1H-pyrazino[2,1-c][1,4]oxazin-8-yl]-[2-chloro-3-(4-methyl-3-pyridyl)phenyl]methanon